BrC1=C(C=C(C#N)C=C1F)N1C2=CC=C(C=C2C=2C=C(C=CC12)C(C)(C)C)C(C)(C)C 4-bromo-3-(3,6-di-tert-butyl-9H-carbazol-9-yl)-5-fluorobenzonitrile